C1(=CC=CC=C1)[C@H](C(=O)O)C (2R)-2-phenylpropionic acid